C1(CC1)C1=C(C(=NO1)C1=C(C=CC=C1Cl)Cl)CO[C@@H]1[C@@H](CN(CC1)C1=CC=C(C=C1)C1=NOC(N1)=O)C 3-(4-((3R,4S)-4-((5-cyclopropyl-3-(2,6-dichlorophenyl)isoxazol-4-yl)methoxy)-3-methylpiperidin-1-yl)phenyl)-1,2,4-oxadiazol-5(4H)-one